ClC1=CC(=C2C(=N1)N=C(O2)N[C@H]2CN(C[C@H](C2)O)C(=O)OC(C)(C)C)OC tert-butyl (3R,5S)-3-[(5-chloro-7-methoxy-oxazolo[4,5-b]pyridin-2-yl)amino]-5-hydroxy-piperidine-1-carboxylate